C(CC)(=O)OC1=CC=CC=C1 phenyl propionate